(Z)-1-(4-amino-2-fluoro-but-2-en-1-yl)-4-(4-(N-(tert-butyl)sulfamoyl)phenyl)-2-methyl-1H-benzo[d]imidazole-6-carboxylic acid methyl ester hydrochloride Cl.COC(=O)C=1C=C(C2=C(N(C(=N2)C)C/C(=C/CN)/F)C1)C1=CC=C(C=C1)S(NC(C)(C)C)(=O)=O